6-(3,3-Difluorocyclobutyl)-2-(4,4-difluorocyclohexyl)-3-(4,4,5,5-tetramethyl-1,3,2-dioxaborolan-2-yl)pyridine FC1(CC(C1)C1=CC=C(C(=N1)C1CCC(CC1)(F)F)B1OC(C(O1)(C)C)(C)C)F